S1C(=NC=C1)C1(CCC1)O 1-(thiazol-2-yl)cyclobutan-1-ol